C1(CC1)C=1N(C=C(N1)C1=CC=C(C=C1)O)C 4-(2-cyclopropyl-1-methyl-1H-imidazol-4-yl)phenol